NC=1C2=C(N=CN1)N(C=C2C2=CC=C(C=C2)OC2=CC=CC=C2)[C@H]2CN(CCC2)C(=O)C(C#N)=CC2CC2 (R)-2-(3-(4-amino-5-(4-phenoxyphenyl)-7H-pyrrolo[2,3-d]pyrimidin-7-yl)piperidine-1-carbonyl)-3-cyclopropylacrylonitrile